N-(4-(1H-pyrazolo[3,4-d]pyrimidin-4-yl)benzyl)-4-(tert-butyl)benzamide N1N=CC=2C1=NC=NC2C2=CC=C(CNC(C1=CC=C(C=C1)C(C)(C)C)=O)C=C2